CC1=C(CP(C2=CC=CC=C2)(C2=CC=CC=C2)=O)C(=CC(=C1)C)C 2,4,6-trimethylbenzyldiphenylphosphine oxide